(R)-Fmoc-2-amino-3-(tert-butoxycarbonylmethylsulfonyl)-propionic acid C(=O)(OCC1C2=CC=CC=C2C2=CC=CC=C12)[C@](C(=O)O)(CS(=O)(=O)CC(=O)OC(C)(C)C)N